C(C)(=O)C1=CC2=C(N=C(N=C2)NC2=NC=C(C=C2)N(CCOC)CCOC)N(C1=O)C1CCCC1 6-Acetyl-2-{5-[bis-(2-methoxy-ethyl)-amino]-pyridin-2-ylamino}-8-cyclopentyl-8H-pyrido[2,3-d]pyrimidin-7-one